(R)-3-amino-1-[3-(trifluoromethyl)-5,6,7,8-tetrahydro-1,2,4-triazolo[4,3-a]pyrazin-7-yl]-4-(2,4,5-trifluorophenyl)butan N[C@@H](CCN1CC=2N(CC1)C(=NN2)C(F)(F)F)CC2=C(C=C(C(=C2)F)F)F